N-[6-Methyl-5-(4-pyridin-3-yl-pyrimidin-2-ylamino)-pyridin-3-yl]-4-(1-propyl-piperidin-4-yl)-benzamide CC1=C(C=C(C=N1)NC(C1=CC=C(C=C1)C1CCN(CC1)CCC)=O)NC1=NC=CC(=N1)C=1C=NC=CC1